ClC1=CC(=C2CN(C(C2=C1)=O)C1C(NC(CC1)=O)=O)C1CC1 3-(6-chloro-4-cyclopropyl-1-oxoisoindolin-2-yl)piperidine-2,6-dione